The molecule is an aromatic amide obtained by formal condensation of the carboxy group of chloroacetic acid with the amnio group of 2,6-diethylaniline. It has a role as a bacterial xenobiotic metabolite, a human xenobiotic metabolite, a rat metabolite, a fungal xenobiotic metabolite, a genotoxin and a carcinogenic agent. It is an organochlorine compound and an aromatic amide. It derives from a chloroacetic acid. CCC1=C(C(=CC=C1)CC)NC(=O)CCl